4-Amino-3,5-diethenylbenzonitrile NC1=C(C=C(C#N)C=C1C=C)C=C